1-(1-O-methyl-beta-D-glucopyranos-1-yl)-4-methyl-3-[[5-(4-fluorophenyl)-2-thienyl]methyl]benzene CO[C@]1([C@H](O)[C@@H](O)[C@H](O)[C@H](O1)CO)C1=CC(=C(C=C1)C)CC=1SC(=CC1)C1=CC=C(C=C1)F